CS(=O)(=O)C1=NC=CC=N1 2-(methylsulfonyl)pyrimidin